5-(4-amino-1H-imidazol-1-yl)-2,3-dimethoxybenzamide NC=1N=CN(C1)C=1C=C(C(=C(C(=O)N)C1)OC)OC